FC(C(=O)NCCNC)(F)F 2,2,2-trifluoro-N-(2-methylamino-ethyl)-acetamide